COC=1C=C(\C=N\NC(=O)C2=NC(=CN=C2)OC)C=C(C1)OC (E)-N'-(3,5-dimethoxybenzylidene)-6-methoxypyrazine-2-carbohydrazide